(S)-4-(3-(1-acryloylpiperidin-2-yl)-8-aminoimidazo[1,5-a]pyrazin-1-yl)-N-(4-propylpyridin-2-yl)benzamide C(C=C)(=O)N1[C@@H](CCCC1)C1=NC(=C2N1C=CN=C2N)C2=CC=C(C(=O)NC1=NC=CC(=C1)CCC)C=C2